FC(C(C=1OC(=NN1)C1=C(C=CC=C1)NC1=CC=C(C=C1)C(F)(F)F)OS(=O)(=O)C1=CC=C(C=C1)C)(F)F 2,2,2-trifluoro-1-(5-(2-((4-(trifluoromethyl)phenyl)amino)phenyl)-1,3,4-oxadiazol-2-yl)ethyl-4-methylbenzenesulfonate